BrC1=CC=C2C=3C(C4=C(C(C3NC2=C1)(C)C)C=C(C(=C4)CC)C4CCNCC4)=O 3-bromo-9-ethyl-6,6-dimethyl-8-(piperidine-4-yl)-5,6-dihydro-11H-benzo[b]carbazol-11-one